lithium bis(salicyl) diborate B(OCC=1C(O)=CC=CC1)(OCC=1C(O)=CC=CC1)OB([O-])[O-].[Li+].[Li+]